COC(=O)C1=CC2=C(N=CS2)C(=C1)C1NCOC1 4-(oxazolidin-4-yl)-1,3-benzothiazole-6-carboxylic acid methyl ester